2-[(4R)-4-amino-5-hydroxy-pentyl]-6-bromo-7-fluoro-isoquinolin-1-one N[C@H](CCCN1C(C2=CC(=C(C=C2C=C1)Br)F)=O)CO